Lithium strontium phosphat P(=O)([O-])([O-])[O-].[Sr+2].[Li+]